C1(CC1)N1CCC(CC1)N1CCC(CC1)C1=CC2=C(N(C(=N2)C2=CC=C(C=C2)S(=O)(=O)C)C)C=C1F 5-(1'-cyclopropyl-[1,4'-bipiperidin]-4-yl)-6-fluoro-1-methyl-2-(4-(methylsulfonyl)phenyl)-1H-benzo[d]imidazole